(pyridin-3-yl)propanehydrazide N1=CC(=CC=C1)C(C(=O)NN)C